tert-butyloxycarbonyl tert-butyl carbonate C(OC(=O)OC(C)(C)C)(OC(C)(C)C)=O